FC1OCCC1 2-fluoro-tetrahydrofuran